CC1C(OC(=O)C2C1(OC3(C2C4=COC(=CC4=C(C3=O)Cl)/C=C/C(C)C(C)O)C)O)C The molecule is an organic heterotetracyclic compound with formula C23H27ClO7 isolated from Chaetomium globosum. It is a diastereoisomer of chaetomugilin A (which has a significantly different optical rotation). It has a role as a Chaetomium metabolite. It is an enone, a lactol, a delta-lactone, an organochlorine compound and an organic heterotetracyclic compound.